COC(C1=CC=C(C=C1)CNS(=O)(=O)C)=O 4-[[(methylsulfonyl)amino]methyl]benzoic acid methyl ester